(S)-6-Methyl-N-((S)-1-(5-(1-methyl-1H-indol-3-yl)-1H-imidazol-2-yl)-7-oxononyl)-6-azaspiro[2.5]octan-1-carboxamid CN1CCC2(C[C@@H]2C(=O)N[C@@H](CCCCCC(CC)=O)C=2NC(=CN2)C2=CN(C3=CC=CC=C23)C)CC1